FC1=C(C(=CC(=C1)OCCN1CC(C1)CF)F)[C@H]1N(C(CC2=C1NC1=CC=CC=C21)(C)C)CC(C)(C)F (1R)-1-[2,6-difluoro-4-[2-[3-(fluoromethyl)azetidin-1-yl]ethoxy]phenyl]-2-(2-fluoro-2-methyl-propyl)-3,3-dimethyl-4,9-dihydro-1H-pyrido[3,4-b]indol